OCC=1SC=2N(C(C=C(C2N1)N1C[C@H](N(C[C@@H]1C)C(=O)OC(C)(C)C)C)=O)C tert-butyl (2R,5S)-4-(2-(hydroxymethyl)-4-methyl-5-oxo-4,5-dihydrothiazolo[5,4-b]pyridin-7-yl)-2,5-dimethylpiperazine-1-carboxylate